C1(CCCC1)CN1C(C=C(C=C1)B(O)O)=O (1-(cyclopentylmethyl)-2-oxo-1,2-dihydropyridin-4-yl)boronic acid